N,N'-bis(tert-butoxycarbonyl)-1H-pyrazole-1-formamidine C(C)(C)(C)OC(=O)NC(=NC(=O)OC(C)(C)C)N1N=CC=C1